N-[(1S)-5-[2-(2-aminopyridin-3-yl)-7-(difluoromethyl)-5-(pyrazol-1-yl)imidazo[4,5-b]pyridin-3-yl]-2,3-dihydro-1H-inden-1-yl]-4-(benzyloxy)-3-(1,3-dioxolan-2-yl)benzamide NC1=NC=CC=C1C1=NC=2C(=NC(=CC2C(F)F)N2N=CC=C2)N1C=1C=C2CC[C@@H](C2=CC1)NC(C1=CC(=C(C=C1)OCC1=CC=CC=C1)C1OCCO1)=O